ethylenediaminetetraacetic acid choline salt OCC[N+](C)(C)C.C(CN(CC(=O)[O-])CC(=O)[O-])N(CC(=O)[O-])CC(=O)[O-].OCC[N+](C)(C)C.OCC[N+](C)(C)C.OCC[N+](C)(C)C